C(=C)CC(C)O[Si](=O)OCC vinylmethyldiethoxysilaneOne